CN1C(=NC=C1C(=O)O)N 1-N-methyl-2-aminoimidazole-5-carboxylic acid